2-hydroxythiazine ON1SC=CC=C1